O([C@@H]1[C@@H](O)[C@@H](O)[C@H](O)[C@H](O1)CO)C methyl alpha-D-mannopyranoside